3-sulfooxyphenylalanine S(=O)(=O)(O)OC=1C=C(C[C@H](N)C(=O)O)C=CC1